imidazolinium methyl-sulfate ammonium [NH4+].COS(=O)(=O)[O-].[NH2+]1C=NCC1.COS(=O)(=O)[O-]